FC(OC=1C=CC(=NC1)C=1C(=NC=CN1)C(C)NC(C1=CC(=CC(=C1)S(=O)(=O)C(F)(F)F)C(F)(F)F)=O)F N-[1-[3-[5-(difluoromethoxy)-2-pyridyl]pyrazin-2-yl]ethyl]-3-(trifluoromethyl)-5-(trifluoromethylsulfonyl)benzamide